C1(=CC=CC=C1)C(C(=O)O)(CC(=O)O)C1=C(C=CC=C1)C 2-phenyl-2-(o-tolyl)succinic acid